1-N-[6-fluoro-2-[4-(hydroxymethyl)cyclohexyl]indazol-5-yl]pyrazolo[1,5-a]pyrimidine-3-carboxamide FC=1C(=CC2=CN(N=C2C1)C1CCC(CC1)CO)N1CC(=C2N1C=CC=N2)C(=O)N